N1=NN=CC=C1 diazaazine